2-Ethylhexyl-7-oxabicyclo(4.1.0)heptane C(C)C(CC12CCCCC2O1)CCCC